FC1=C(C(=CC=C1)F)C(CC(=O)OCC)C(C1=CC(=CC(=C1)OC)OC)=O ethyl β-(2,6-difluorophenyl)-3,5-dimethoxy-γ-oxobenzene-butanoate